ClC1=NC=CC2=C(C=C(C=C12)F)[N+](=O)[O-] 1-chloro-7-fluoro-5-nitroisoquinoline